Vinyl-triisopropenoxysilane C(=C)[Si](OC(=C)C)(OC(=C)C)OC(=C)C